methyl 3-[[(7R)-3-cyano-1-[3-[[(1S)-1-(2,2-difluoro-1,3-benzodioxol-5-yl)ethyl]amino]-4-fluoro-phenyl]-4,5,6,7-tetrahydroindazol-7-yl]oxy]bicyclo[1.1.1]pentane-1-carboxylate C(#N)C1=NN(C=2[C@@H](CCCC12)OC12CC(C1)(C2)C(=O)OC)C2=CC(=C(C=C2)F)N[C@@H](C)C2=CC1=C(OC(O1)(F)F)C=C2